2,4-dimethyl-heptamethylenediamine CC(CN)CC(CCCN)C